[Br-].C(CCC)[S+](CCCC)CCCC tributylsulfonium bromide